C(NC(=O)C=1N=NC(=CC1)NC(CC1COC1)=O)([2H])([2H])[2H] N-(2H3)methyl-6-[2-(oxetan-3-yl)acetamido]pyridazine-3-carboxamide